C(C)(C)(C)OC(=O)NC=1C(=C(C=C2C=C(N=CC12)NC(N[C@@H]1[C@@H](CCC1)O)=O)C1=C(C2=C(OCCN2C(=O)OC(C)(C)C)N=C1)C)F tert-Butyl 7-[8-(tert-butoxycarbonylamino)-7-fluoro-3-[[(1S,2R)-2-hydroxycyclopentyl]carbamoylamino]-6-isoquinolyl]-8-methyl-2,3-dihydropyrido[2,3-b][1,4]oxazine-1-carboxylate